FC1=CC=C(C=C1)C(C=1SC(=CC1)C)S(=O)(=O)C1=CC=CC=C1 2-((4-fluorophenyl)(benzenesulfonyl)methyl)-5-methylthiophene